(1S,3R)-3-(4,4-diethyl-2-imino-6-oxo-hexahydropyrimidin-1-yl)-N-[(1R,2R)-2-hydroxyindan-1-yl]-1-methoxy-indane-5-carboxamide C(C)C1(NC(N(C(C1)=O)[C@@H]1C[C@@H](C2=CC=C(C=C12)C(=O)N[C@H]1[C@@H](CC2=CC=CC=C12)O)OC)=N)CC